chloro-5'-methoxy-6-methyl-N-(5-((trimethylsilyl)methoxy)-1,3,4-thiadiazol-2-yl)-[4,4'-bipyridine]-3-carboxamide ClC1=NC(=CC(=C1C(=O)NC=1SC(=NN1)OC[Si](C)(C)C)C1=CC=NC=C1OC)C